(3R)-6-[1-(1-acetylpiperidin-4-yl)-1-hydroxyethyl]-3-(4-chlorophenyl)-2-[(5-chloropyridin-2-yl)methyl]-3-methoxy-2,3-dihydro-1H-isoindol-1-one C(C)(=O)N1CCC(CC1)C(C)(O)C1=CC=C2[C@](N(C(C2=C1)=O)CC1=NC=C(C=C1)Cl)(OC)C1=CC=C(C=C1)Cl